1-ethyl-3,3-diphenyl-4-(2-morpholinoethyl)-2-pyrrolidone hydrochloride Cl.C(C)N1C(C(C(C1)CCN1CCOCC1)(C1=CC=CC=C1)C1=CC=CC=C1)=O